5-(2-(3,4-dimethoxyphenyl)-3-ethyl-1H-indol-5-yl)-N,N-dimethyl-1,3,4-oxadiazole-2-carboxamide COC=1C=C(C=CC1OC)C=1NC2=CC=C(C=C2C1CC)C1=NN=C(O1)C(=O)N(C)C